7-Formylbenzo[1,3]dioxole-4-carbonitrile C(=O)C1=CC=C(C2=C1OCO2)C#N